(S)-2-(((S)-3-(5-chloro-2-methylphenyl)-5-(3,3-dimethylpyrrolidin-1-yl)pentyl)(methyl)amino)-2-(3-methyl-2-((1r,4S)-4-(2,2,2-trifluoroethoxy)cyclohexyl)phenyl)acetic acid ClC=1C=CC(=C(C1)[C@H](CCN([C@H](C(=O)O)C1=C(C(=CC=C1)C)C1CCC(CC1)OCC(F)(F)F)C)CCN1CC(CC1)(C)C)C